C[Si](C)(C)C(CC(=O)O)(CC(=O)O)[Si](C)(C)C Bis(trimethylsilyl)glutaric acid